FC(C(NC1=CC=C(C=C1)C1=CC2=C(N=CN=C2N2CCOCC2)N1COCC[Si](C)(C)C)C1CCC2(CN(C2)C(=O)OCC2=CC=CC=C2)CC1)(F)F benzyl 7-(2,2,2-trifluoro-1-((4-(4-morpholino-7-((2-(trimethylsilyl)ethoxy)methyl)-7H-pyrrolo[2,3-d]pyrimidin-6-yl)phenyl)amino)ethyl)-2-azaspiro[3.5]nonane-2-carboxylate